C1N(CC12OCCC2)C2=CC=C(C=N2)C2CN(C2)C(=O)N2C[C@H](CC2)C(=O)N (3S)-1-[3-[6-(5-Oxa-2-azaspiro[3.4]octan-2-yl)-3-pyridyl]azetidine-1-carbonyl]pyrrolidine-3-carboxamide